4-[(5-chloro-2-pyridinyl)methyl]-4-hydroxy-piperidine-1-carboxylic acid tert-butyl ester C(C)(C)(C)OC(=O)N1CCC(CC1)(O)CC1=NC=C(C=C1)Cl